C(C)(C)(C)OC(=O)N1CCC(CC1)(C#N)CC1=C(C=C(C(=C1)F)F)Br 4-[(2-bromo-4,5-difluoro-phenyl)methyl]-4-cyano-piperidine-1-carboxylic acid tert-butyl ester